1,3,5-triazine-2-carboxylic acid N1=C(N=CN=C1)C(=O)O